C(C)C1=NC=C(C=C1OC1=C(C(=CC=C1)F)CN1C[C@@H](N([C@@H](C1)C)C(C(C)C)=O)C(=O)NCC1=CC=C(C=C1)C1=NC=CC=N1)C (2R,6R)-4-({2-[(2-ethyl-5-methylpyridin-3-yl)oxy]-6-fluorophenyl}methyl)-6-methyl-1-(2-methylpropanoyl)-N-{[4-(pyrimidin-2-yl)phenyl]methyl}piperazine-2-carboxamide